2-(4-fluorophenethyl)-5-methoxy-3-methyl-2H-benzo[g]indazole FC1=CC=C(CCN2N=C3C4=C(C(=CC3=C2C)OC)C=CC=C4)C=C1